ethyl (E)-prop-1-ene-1-sulfonate C(=C\C)/S(=O)(=O)OCC